NC=1C(=NC=C(C1)S(=O)(=O)C1=CC(=CC=C1)F)C(=O)N1CC(C1)(C(F)(F)F)O {3-amino-5-[(3-fluorophenyl)sulfonyl]pyridin-2-yl}[3-hydroxy-3-(trifluoromethyl)azetidin-1-yl]methanone